Cl.C(C)N1CCN(CC1)CC=1C=CC(=NC1)NC1=NC=C(C(=N1)C1=CC2=C(N(N=C2C=C1)C)C(C)C)F N-[5-[(4-ethyl-1-piperazinyl)methyl]-2-pyridinyl]-5-fluoro-4-[2-methyl-3-(1-methylethyl)-2H-indazol-5-yl]-2-pyrimidineamine hydrochloride